O1CCCC2=CC=CC(=C12)S(=O)(=O)N chroman-8-sulfonamide